N-[1-(4-fluorophenyl)cyclopropyl]-4-phenylpyrimidin-2-amine FC1=CC=C(C=C1)C1(CC1)NC1=NC=CC(=N1)C1=CC=CC=C1